C(C)(C)(C)OC(=O)OC(=O)OC(C)(C)C.CC1=C(OC[C@@H](CO)NC(OC(C)(C)C)=O)C=CC(=C1)C |r| tert-butyl N-[rac-1-[(2,4-dimethylphenoxy)methyl]-2-hydroxy-ethyl]carbamate Di-tert-butyl-dicarbonate